CC1CCC2=C1C=C(C=1N2C=NN1)C(=O)NC1=NC=C(C=N1)C(F)(F)F 6-Methyl-N-(5-(trifluoromethyl)pyrimidin-2-yl)-7,8-dihydro-6H-cyclopenta[e][1,2,4]triazolo[4,3-a]pyridine-4-carboxamide